1-(2-(Trans-4-fluorocyclohexyl)-5-methylphenoxy)-N-((6-(3-hydroxy-3-methylazetidin-1-yl)pyridin-2-yl)sulfonyl)cyclopropane-1-carboxamide F[C@@H]1CC[C@H](CC1)C1=C(OC2(CC2)C(=O)NS(=O)(=O)C2=NC(=CC=C2)N2CC(C2)(C)O)C=C(C=C1)C